ClC=1C(=NC(=NC1)NC=1C(=NNC1)C)NC1=C(C=CC=C1)P(=O)(OC)OC 4-(5-Chloro-4-(2-dimethylphosphonophenyl)aminopyrimidin-2-ylamino)-3-methylpyrazole